C12CCC#CCCC2C1COC(NCCOCCOCCOCCOCCC(=O)O)=O 1-(bicyclo[6.1.0]non-4-yn-9-yl)-3-oxo-2,7,10,13,16-pentaoxa-4-azanonadecan-19-oic acid